(R)-N-(2,2,2-trifluoroethyl)-1-(1H-indol-3-yl)propan-2-amine FC(CN[C@@H](CC1=CNC2=CC=CC=C12)C)(F)F